tert-butyl 6-((2S,3S)-3-(methoxymethyl)-2-methylmorpholino)quinoline-4-carboxylate COC[C@H]1[C@@H](OCCN1C=1C=C2C(=CC=NC2=CC1)C(=O)OC(C)(C)C)C